(S)-2-(5-aminopent-1-yn-1-yl)-5-(3-(2-(4-(4-chlorophenyl)-2,3,9-trimethyl-6H-thieno[3,2-f][1,2,4]triazolo[4,3-a][1,4]diazepin-6-yl)acetamido)propanamido)benzoic acid NCCCC#CC1=C(C(=O)O)C=C(C=C1)NC(CCNC(C[C@H]1C=2N(C3=C(C(=N1)C1=CC=C(C=C1)Cl)C(=C(S3)C)C)C(=NN2)C)=O)=O